C1(=CC=CC=C1)P(C=1N(C=CC1)C1=C(C=CC=C1)OC)C1=CC=CC=C1 2-(diphenylphosphino)-1-(2-methoxyphenyl)pyrrole